[5-(2-chloro-3-fluoro-phenyl)-3-((S)-2-methoxy-1-methyl-ethyl)-2,4-dioxo-3,4-dihydro-2H-pyrimidin-1-yl]-acetic acid ClC1=C(C=CC=C1F)C=1C(N(C(N(C1)CC(=O)O)=O)[C@H](COC)C)=O